(5-((6-(Hydroxymethyl)-7-morpholinylbenzo[c][1,2,5]oxadiazol-4-yl)amino)-1,3,4-thiadiazol-2-yl)(methyl)carbamic acid tert-butyl ester C(C)(C)(C)OC(N(C)C=1SC(=NN1)NC1=CC(=C(C2=NON=C21)N2CCOCC2)CO)=O